N[C@H](C(C)(C)C)CO D-tertiary leucinol